(9,9-dimethyl-9H-xanthene-4,5-diyl)bis(diphenylphosphane) copper (I) iodide [Cu]I.CC1(C2=CC=CC(=C2OC=2C(=CC=CC12)P(C1=CC=CC=C1)C1=CC=CC=C1)P(C1=CC=CC=C1)C1=CC=CC=C1)C